5-((5-fluoro-2-oxoindolin-3-ylidene)methyl)-2,4-dimethyl-1H-pyrrole-3-carboxamide FC=1C=C2C(C(NC2=CC1)=O)=CC1=C(C(=C(N1)C)C(=O)N)C